C(C1=CC=CC=C1)N1C(=NC=C1)C(=O)N1[C@@H](CCC1)C(C1=CC=CC=C1)(C1=CC=CC=C1)OC (S)-(1-benzyl-1H-imidazol-2-yl)(2-(methoxydiphenylmethyl)pyrrolidin-1-yl)methanone